1-[8-[(2R)-2-methylpiperazin-1-yl]-4-isoquinolinyl]Hexahydropyrimidine-2,4-dione C[C@H]1N(CCNC1)C=1C=CC=C2C(=CN=CC12)N1C(NC(CC1)=O)=O